2-[3-(2,6-dimethylpyridin-3-yl)-5-{(3,5-di-tert-butyl)phenyl}phenyl]-4,6-diphenyl-1,3,5-triazine CC1=NC(=CC=C1C=1C=C(C=C(C1)C1=CC(=CC(=C1)C(C)(C)C)C(C)(C)C)C1=NC(=NC(=N1)C1=CC=CC=C1)C1=CC=CC=C1)C